2-Cyanoethyl (2-((S)-1-(2,3-difluorobenzyl)-5-oxopyrrolidin-2-yl)acetyl)-L-valinate FC1=C(CN2[C@@H](CCC2=O)CC(=O)N[C@@H](C(C)C)C(=O)OCCC#N)C=CC=C1F